tert-butyl (7S)-7-(4-(methoxycarbonyl) phenyl)-1-oxa-8-azaspiro[4.5]decane-8-carboxylate COC(=O)C1=CC=C(C=C1)[C@@H]1CC2(CCCO2)CCN1C(=O)OC(C)(C)C